5-hydroxy-8-methyl-2-(3-methyl-1-benzofuran-2-yl)quinoline-4-carboxylic acid OC1=C2C(=CC(=NC2=C(C=C1)C)C=1OC2=C(C1C)C=CC=C2)C(=O)O